3-(5-ethoxy-7-methoxy-1-oxoisoindolin-2-yl)piperidine-2,6-dione C(C)OC=1C=C2CN(C(C2=C(C1)OC)=O)C1C(NC(CC1)=O)=O